C1(CC1)C([C@@H](C(NC=1C=NN(C1)CC=1C(NC=CC1C(F)(F)F)=O)=O)NC(=O)C=1N(N=CC1)C(C)C)C1CC1 N-[(1S)-1-(dicyclopropylmethyl)-2-oxo-2-[[1-[[2-oxo-4-(trifluoromethyl)-1H-pyridin-3-yl]methyl]pyrazol-4-yl]amino]ethyl]-2-isopropyl-pyrazole-3-carboxamide